P(=O)([O-])([O-])[O-].[Ca+2].[Cu+2] Copper Calcium Phosphate